Cl.ClC=1C=C(C(=C(C1)C1=NC=NN2C1=CC(=C2)CN2C(N(CC2=O)C)=O)C[C@@H]2CNCCO2)C (R)-3-((4-(5-chloro-3-methyl-2-(morpholin-2-ylmethyl)phenyl)pyrrolo[2,1-f][1,2,4]triazin-6-yl)methyl)-1-methylimidazolidine-2,4-dione hydrochloride